dioleoylphosphate C(CCCCCCC\C=C/CCCCCCCC)(=O)OP(=O)(OC(CCCCCCC\C=C/CCCCCCCC)=O)[O-]